C(C=C)(=O)N1CC(CC1)C=1N=C(N2C(=NC=CC21)N)C2=C(C=C(C(=O)NC1=NC=CC=C1)C=C2)C(F)(F)F 4-(1-(1-acryloylpyrrolidin-3-yl)-5-aminoimidazo[1,5-c]pyrimidin-3-yl)-N-(pyridin-2-yl)-3-(trifluoromethyl)benzamide